tert-Butyl (S)-6-diazo-2-((S)-2-(2-(dimethylamino)acetamido)-3-(1H-indol-3-yl)propanamido)-5-oxohexanoate [N+](=[N-])=CC(CC[C@@H](C(=O)OC(C)(C)C)NC([C@H](CC1=CNC2=CC=CC=C12)NC(CN(C)C)=O)=O)=O